5-(oxetane-3-carbonyl)hexahydropyrrolo[3,4-c]pyrrol O1CC(C1)C(=O)N1CC2C(C1)CNC2